2-((2,3-dihydrofuro[3,2-b]pyridin-5-yl)methyl)-6-((1-(oxetan-3-yl)-1H-pyrazol-4-yl)sulfonyl)phthalazin-1(2H)-one O1CCC2=NC(=CC=C21)CN2C(C1=CC=C(C=C1C=N2)S(=O)(=O)C=2C=NN(C2)C2COC2)=O